4-[[(7R)-3-cyclopropyl-5-[(2-fluoro-2-methyl-propyl)sulfamoyl]-7,8-dihydro-6H-cyclopenta[g]isoquinolin-7-yl]amino]isoquinoline-1-carboxylate C1(CC1)C=1N=CC2=CC3=C(C(=C2C1)S(NCC(C)(C)F)(=O)=O)C[C@@H](C3)NC3=CN=C(C1=CC=CC=C31)C(=O)[O-]